C(C)(C)(C)OC(=O)NC=1C=CC(=C(C(=O)O)C1)C 5-(tert-butoxycarbonylamino)-2-methylbenzoic acid